C(C1=CC=CC=C1)N(C1=CC(N(C=2C=CC(=NC12)C#N)C)=O)CC1CC1 8-(benzyl(cyclopropylmethyl)amino)-5-methyl-6-oxo-5,6-dihydro-1,5-naphthyridine-2-carbonitrile